(6R)-6-{[7-(ethanesulfonyl)-2-(1-methyl-1H-pyrazol-4-yl)[1,2,4]triazolo[1,5-c]quinazolin-5-yl]amino}-1,4-diazepan-5-one C(C)S(=O)(=O)C1=CC=CC=2C=3N(C(=NC12)N[C@H]1C(NCCNC1)=O)N=C(N3)C=3C=NN(C3)C